(3-(tert-butyl)isoxazol-5-yl)-2-(5-(5-(1-methyl-1H-pyrazol-4-yl)-1H-benzo[d]imidazol-1-yl)pyrimidin-2-yl)acetamide C(C)(C)(C)C1=NOC(=C1)C(C(=O)N)C1=NC=C(C=N1)N1C=NC2=C1C=CC(=C2)C=2C=NN(C2)C